C1(=CC=CC=C1)S(=O)(=O)ON1N=NC2=C1C=C(C=C2)Cl 6-chloro-1H-benzo[d][1,2,3]triazol-1-yl benzenesulfonate